8-(2,4-Difluorophenyl)-9-(2-fluoro-4-((1-(3-fluoropropyl)azetidin-3-yliden)methyl)-6-methylphenyl)-6,7-dihydro-5H-benzo[7]annulen FC1=C(C=CC(=C1)F)C=1CCCC2=C(C1C1=C(C=C(C=C1C)C=C1CN(C1)CCCF)F)C=CC=C2